N-((1r,4r)-4-((3-(3-(1H-pyrazol-4-yl)phenyl)-2-oxo-2,3-dihydro-1H-benzo[d]imidazol-1-yl)methyl)cyclohexyl)-5-chloro-2-methylnicotinamide N1N=CC(=C1)C=1C=C(C=CC1)N1C(N(C2=C1C=CC=C2)CC2CCC(CC2)NC(C2=C(N=CC(=C2)Cl)C)=O)=O